C(C=C)(=O)OCCC(C)OC(C=C)=O 1,3-Butanediol Diacrylate